4-(methoxymethyl)-3-methylbenzo[b]thiophene-2-carboxylic acid ethyl ester C(C)OC(=O)C1=C(C2=C(S1)C=CC=C2COC)C